N-tertiary butyl-3-methyl-5-chloroindole C(C)(C)(C)N1C=C(C2=CC(=CC=C12)Cl)C